3-((1r,2r)-1-(4-chlorophenyl)-2-((2-chlorophenyl)amino)-5-oxocyclopent-3-en-1-yl)-2,2-difluoropropionic acid ethyl ester C(C)OC(C(C[C@]1([C@@H](C=CC1=O)NC1=C(C=CC=C1)Cl)C1=CC=C(C=C1)Cl)(F)F)=O